(E)-1-(4-(2-methoxybenzyl)piperazin-1-yl)-2-(4-styrylpiperidin-1-yl)ethan-1-one COC1=C(CN2CCN(CC2)C(CN2CCC(CC2)\C=C\C2=CC=CC=C2)=O)C=CC=C1